2-[(12aR)-10-chloro-8-methoxy-1,2,3,4,12,12a-hexahydro-6H-pyrazino[2,1-c][1,4]benzooxazepin-9-yl]-3-fluorophenol ClC1=C(C(=CC=2CN3[C@@H](COC21)CNCC3)OC)C3=C(C=CC=C3F)O